1-(5-(3-chlorophenyl-ethyl)-2,3-dihydro-1H-inden-1-yl)piperidine-4-carboxylic acid ClC=1C=C(C=CC1)CCC=1C=C2CCC(C2=CC1)N1CCC(CC1)C(=O)O